2,3,4,5,6,7,8,9,10,11,12,13-dodecahydro-2-methyl-1H-cyclopentacyclododecene CC1CC2=C(CCCCCCCCCC2)C1